N1=CC=C2N1CCN(C2)C2=NC=C(C(=C2)N)[N+](=O)[O-] 2-(6,7-dihydropyrazolo[1,5-a]pyrazin-5(4H)-yl)-5-nitropyridin-4-amine